C(C1=CC=CC=C1)N1N=C(N=C1)C(=O)NC1C(N(C2=C(OC1)C=CC(=C2)C#CC2(CCCC2)O)C)=O 1-benzyl-N-(7-((1-hydroxycyclopentyl)ethynyl)-5-methyl-4-oxo-2,3,4,5-tetrahydrobenzo[b][1,4]oxazepin-3-yl)-1H-1,2,4-triazole-3-carboxamide